5-Cyclopropyl-3-[[1-(3,3-difluoropropyl)-3-methyl-pyrazol-4-yl]amino]-6-(3-methylimidazo[4,5-c]pyridin-7-yl)pyrazin-2-carboxamid C1(CC1)C=1N=C(C(=NC1C=1C2=C(C=NC1)N(C=N2)C)C(=O)N)NC=2C(=NN(C2)CCC(F)F)C